3-(6-(benzyloxy)-7-bromo-1-oxoisoindolin-2-yl)piperidine-2,6-dione C(C1=CC=CC=C1)OC1=CC=C2CN(C(C2=C1Br)=O)C1C(NC(CC1)=O)=O